Methyl 2-((2-((tert-butoxycarbonyl) amino) ethyl) (2,4-dimethoxybenzyl) amino)-2-cyclopropylacetate C(C)(C)(C)OC(=O)NCCN(C(C(=O)OC)C1CC1)CC1=C(C=C(C=C1)OC)OC